6-bromo-2-(3-{3-[(4-methyl-4H-1,2,4-triazol-3-yl)methyl]-oxetan-3-yl}phenyl)-4-(trifluoromethyl)-2,3-dihydro-1H-isoindol-1-one BrC1=CC(=C2CN(C(C2=C1)=O)C1=CC(=CC=C1)C1(COC1)CC1=NN=CN1C)C(F)(F)F